C(CCCCC)OC[C@@H](COCCCCCCCC\C=C/C\C=C/CCCCC)N(C)C (2S)-1-(hexyloxy)-N,N-dimethyl-3-[(9Z,12Z)-octadeca-9,12-dien-1-yloxy]propan-2-amine